({{5-[(6,8-difluoroquinoxalin-5-yl) methoxy]-2-fluoro-4-methoxyphenyl} carbamoyl} amino) thiophene-2,3-dicarboxylate S1C(=C(C=C1)C(=O)[O-])C(=O)ONC(NC1=C(C=C(C(=C1)OCC1=C2N=CC=NC2=C(C=C1F)F)OC)F)=O